OC=1C=CC=C2C=CC(=NC12)C(=O)O 8-hydroxyquinolinecarboxylic acid